N=1C=CN2C1C=C(C=C2)OCC21CC(C2)(C1)CN [3-(imidazo[1,2-a]pyridin-7-yloxymethyl)-1-bicyclo[1.1.1]pentanyl]methanamine